ls-2,4,6-tris(dimethylaminomethyl)phenol CN(C)CC1=C(C(=CC(=C1)CN(C)C)CN(C)C)O